C(N)(OCC(OC1=CC(=CC=C1)C(C1=CC=CC=C1)=C1CCN(CC1)C(=O)N1C[C@@H]2[C@@H](OCC(N2)=O)CC1)C(C)(C)C)=O (tert-butyl 2-(3-((1-((4aR,8aS)-3-oxooctahydro-2H-pyrido[4,3-b][1,4]oxazin-6-carbonyl) piperidin-4-ylidene) (phenyl) methyl) phenoxy) ethyl) carbamate